2-Chloro-N-{2-[4-(difluoromethyl)-1,3-thiazol-5-yl]-2-(4-{[(6-fluoropyridin-2-yl)-oxy]methyl}piperidin-1-yl)ethyl}-6-fluorobenzamid ClC1=C(C(=O)NCC(N2CCC(CC2)COC2=NC(=CC=C2)F)C2=C(N=CS2)C(F)F)C(=CC=C1)F